ClC=1C(=CC=2C3=C(C=NC2C1/C=C/C(=O)N)CN([C@H]3C)C(COC)=O)OC (S,E)-3-(7-chloro-8-methoxy-2-(2-methoxyacetyl)-1-methyl-2,3-dihydro-1H-pyrrolo[3,4-c]quinolin-6-yl)acrylamide